CC=1C(NC(=NC1C)C1=CC(=CC=C1)CN1CCN(CC1)C1=CC=CC=C1)=O 5,6-dimethyl-2-(3-[(4-phenylpiperazin-1-yl)methyl]phenyl)pyrimidin-4(3H)-one